4-vinylbenzyl-imidazole C(=C)C1=CC=C(CC=2NC=CN2)C=C1